ClC1=C(C(=CC=C1)Cl)COCCOCCCCCCN1C(O[C@@H](C1)C1=CC2=C(OC(OC2)(C)C)C=C1)=O (5R)-3-[6-[2-[(2,6-dichlorophenyl)methoxy]ethoxy]hexyl]-5-(2,2-dimethyl-4H-1,3-benzodioxin-6-yl)-2-oxazolidinone